tert-butyl (S)-(1-(8-bromoimidazo[1,2-c]pyrimidin-5-yl)-4'H,6'H-spiro[piperidine-4,5'-pyrrolo[1,2-c][1,2,3]triazol]-4'-yl)carbamate BrC=1C=2N(C(=NC1)N1CCC3([C@@H](C=4N(N=NC4)C3)NC(OC(C)(C)C)=O)CC1)C=CN2